C1(=CC=CC=C1)NC(C)C1=CC=C(C=C1)C(F)(F)F N-phenyl-1-(4-trifluoromethylphenyl)ethylamine